ClC1=CC(OC2=C(C=CC=C12)C1CCN(CC1)C(=O)OC(C)(C)C)C1=C(C=C(C=C1)Cl)F tert-butyl 4-(4-chloro-2-(4-chloro-2-fluorophenyl)-2H-chromene-8-yl)piperidine-1-carboxylate